BrC=1C(=CC(=C(C(=O)OCC)C1)C)F Ethyl 5-bromo-4-fluoro-2-methylbenzoate